FC(C)(F)C1=NC(=CC(=N1)NC1=CC(=NC=C1C1=NN(C=C1)C(F)F)NC(C)=O)C N-(4-((2-(1,1-difluoroethyl)-6-methylpyrimidin-4-yl)amino)-5-(1-(difluoromethyl)-1H-pyrazol-3-yl)pyridin-2-yl)acetamide